N-cyclohexyl-aminomethyl-triethoxysilane C1(CCCCC1)NC[Si](OCC)(OCC)OCC